(1S,2S,3r,4r)-3-[(S)-1-acetamido-2-ethylbutyl]-4-guanidino-2-hydroxycyclopentane-1-carboxylic acid C(C)(=O)N[C@@H](C(CC)CC)[C@@H]1[C@@H]([C@H](C[C@H]1NC(=N)N)C(=O)O)O